6-Chloro-9-fluoro-3-methyl-[1,2,4]triazolo[3,4-a]phthalazine ClC1=NN2C(C3=CC(=CC=C13)F)=NN=C2C